tert-Butyl 5-(5-formylthiophen-2-yl)isoindoline-2-carboxylate C(=O)C1=CC=C(S1)C=1C=C2CN(CC2=CC1)C(=O)OC(C)(C)C